N(=O)N(C(C)C)C(C)C N-nitrosodi-2-propylamine